4-methyl-1-[2-(4-methylsulfonylpiperazin-1-yl)propyl]-5-[[2-[6-(2,2,2-trifluoroethyl)pyrido[2,3-d]pyrimidin-4-yl]-2,7-diazaspiro[3.5]nonan-7-yl]methyl]indole-2-carbonitrile CC1=C2C=C(N(C2=CC=C1CN1CCC2(CN(C2)C=2C3=C(N=CN2)N=CC(=C3)CC(F)(F)F)CC1)CC(C)N1CCN(CC1)S(=O)(=O)C)C#N